3-(4-(difluoromethoxy)-6-methylpyridin-3-yl)-1-(2-isopropylphenyl)-1-(1-(3-methyloxetan-3-yl)piperidin-4-yl)urea FC(OC1=C(C=NC(=C1)C)NC(N(C1CCN(CC1)C1(COC1)C)C1=C(C=CC=C1)C(C)C)=O)F